4-(((1S,2R)-2-(difluoromethoxy)cyclopentyl)amino)-3-methoxy-N-(5-(5-methyl-1H-pyrazol-1-yl)-1,3,4-thiadiazol-2-yl)-2-oxo-2H-pyran-6-carboxamide FC(O[C@H]1[C@H](CCC1)NC1=C(C(OC(=C1)C(=O)NC=1SC(=NN1)N1N=CC=C1C)=O)OC)F